[Ca+2].[C-]#[C-] calcium Carbide